C1(=CC=CC=C1)[AsH2] phenyl-arsine